C(CC)=C1C2C=CC(C1)C2 5-propylidene-norbornene